N-(8-(butan-2-yl)-2-chloroimidazo[1,2-b]pyridazin-7-yl)-N'-(1-methyl-3-(trifluoromethyl)-1H-pyrazol-5-yl)urea CC(CC)C=1C=2N(N=CC1NC(=O)NC1=CC(=NN1C)C(F)(F)F)C=C(N2)Cl